Tert-butyl (7-oxo-21-sulfanyl-10,13,16,19-tetraoxa-6-azahenicos-1-yl)carbamate O=C(NCCCCCNC(OC(C)(C)C)=O)CCOCCOCCOCCOCCS